N-(4-phenylthiazole-2-yl)-3-(4-benzylpiperazine-1-yl)propionamide heptacosan-1-yl-lignocerate C(CCCCCCCCCCCCCCCCCCCCCCCCCC)OC(CCCCCCCCCCCCCCCCCCCCCCC)=O.C1(=CC=CC=C1)C=1N=C(SC1)NC(CCN1CCN(CC1)CC1=CC=CC=C1)=O